5-{4-amino-6-fluoropyrrolo[2,1-f][1,2,4]triazin-7-yl}-N-[(3R,4S)-4-fluoro-1-(4-fluorocyclohexanecarbonyl)pyrrolidin-3-yl]-2-methoxypyridine-3-carboxamide NC1=NC=NN2C1=CC(=C2C=2C=C(C(=NC2)OC)C(=O)N[C@@H]2CN(C[C@@H]2F)C(=O)C2CCC(CC2)F)F